tert-Butyl (2R,4S)-2-(((S)-1-(((6-amino-2-methylpyridin-3-yl)methyl)amino)-1-oxopropan-2-yl)carbamoyl)-4-(3-chloro-4-fluorobenzyl)pyrrolidine-1-carboxylate NC1=CC=C(C(=N1)C)CNC([C@H](C)NC(=O)[C@@H]1N(C[C@H](C1)CC1=CC(=C(C=C1)F)Cl)C(=O)OC(C)(C)C)=O